ClCCN1CCC2=CC=CC=C12 2-chloro-1-(indolin-1-yl)ethane